4-(4-fluorophenoxy)-N-methyl-3-(4,4,5,5-tetramethyl-1,3,2-dioxaborolan-2-yl)benzenesulfonamide FC1=CC=C(OC2=C(C=C(C=C2)S(=O)(=O)NC)B2OC(C(O2)(C)C)(C)C)C=C1